COC(=O)C1=CC(=C(C(=C1)OC)O)OC 4-methoxycarbonyl-2,6-dimethoxyphenol